C(C)(C)(C)OC(=O)N1CCC(CC1)C1=CN(C2=NC=C(N=C21)CCC(=O)OCC)COCC[Si](C)(C)C.COC2=C(C=CC=C2OC)C=CC(=O)N 3-(2,3-dimethoxyphenyl)acrylamide tert-butyl-4-[2-(3-ethoxy-3-oxo-propyl)-5-(2-trimethylsilylethoxymethyl)pyrrolo[2,3-b]pyrazin-7-yl]piperidine-1-carboxylate